(2E)-3-(4-Hydroxy-3,5-dimethoxyphenyl)prop-2-enoic acid OC1=C(C=C(C=C1OC)/C=C/C(=O)O)OC